S1C2=C(C(=C1)B1OC(C)(C)C(C)(C)O1)C=CC=C2 benzo[b]thiophen-3-yl-boronic acid pinacol ester